COC=1C(=C2C=CNC2=C(C1)C)O[C@H]1[C@@H](CN(CC1)CC(F)(F)F)C1=CC=C(C=C1)C1=NNC(O1)=O 5-(4-((3R,4R)-4-((5-methoxy-7-methyl-1H-indol-4-yl)oxy)-1-(2,2,2-trifluoroethyl)piperidin-3-yl)phenyl)-1,3,4-oxadiazol-2(3H)-one